N1=CC=CC=2CCN(CC12)CC=1N=C2N(C(=NC=3C(=CC=CC23)OC)N)C1 2-((5,8-dihydro-1,7-naphthyridin-7(6H)-yl)methyl)-7-methoxyimidazo[1,2-c]quinazolin-5-amine